2,2-Bis(azidomethyl)-1,3-propanediol N(=[N+]=[N-])CC(CO)(CO)CN=[N+]=[N-]